C(C=C)(=O)N1[C@H](C[C@@H](C1)N1N=C(C=2C(=NC=CC21)N)C#CC2=C(C1=C(N(C(=N1)C)C)C=C2F)F)CC#N 2-((2R,4S)-1-propenoyl-4-(4-amino-3-((4,6-difluoro-1,2-dimethyl-1H-benzo[d]imidazol-5-yl)ethynyl)-1H-pyrazolo[4,3-c]pyridin-1-yl)pyrrolidin-2-yl)acetonitrile